2-(benzofuran-2-yl)-N-((1r,2r)-1-(2,3-dihydrobenzo[b][1,4]dioxin-6-yl)-1-hydroxy-3-(pyrrolidin-1-yl)propan-2-yl)-2,2-difluoroacetamide O1C(=CC2=C1C=CC=C2)C(C(=O)N[C@@H]([C@H](O)C2=CC1=C(OCCO1)C=C2)CN2CCCC2)(F)F